FC1=C2C(=NN(C2=CC(=C1)\C=C/1\C(NCC1C1=CC=CC=C1)=O)C1OCCCC1)\C=C\C1=CC=C(C=C1)CN1CCCCC1 (E)-3-((4-fluoro-3-((E)-4-(piperidin-1-ylmethyl)styryl)-1-(tetrahydro-2H-pyran-2-yl)-1H-indazol-6-yl)methylene)-4-phenylpyrrolidin-2-one